NC1(CCCC1)C#N aminocyclopentane-1-carbonitrile